ClC1=C(C=CC(=C1F)F)C1C(=C(NC(=N1)C=1N(C=CN1)C)C12C3C4C5(C(C14)C2C53)C(=O)O)C(=O)OCC 4-(6-(2-chloro-3,4-difluorophenyl)-5-(ethoxycarbonyl)-2-(1-methyl-1H-imidazol-2-yl)-3,6-dihydropyrimidin-4-yl)cubane-1-carboxylic acid